1-methyl-2-(2-bromophenyl)cyclopropane platinum dimethylphosphonate COP(OC)=O.[Pt].CC1C(C1)C1=C(C=CC=C1)Br